ClC1=CC=C(C=C1)N1NC=CC=N1 2-(4-chlorophenyl)-triazine